COC1=C(C=C2C(=NC=NC2=C1)NC1=NC(=CC(=C1)N1CCOCC1)N1CCOCC1)C(C(=O)N)CCC(=O)N (7-methoxy-4-((4,6-dimorpholinopyridin-2-yl)amino)quinazolin-6-yl)glutaramide